5-fluoro-6-methyl-1-(tetrahydro-2H-pyran-2-yl)-4-(tributylstannyl)-1H-pyrazolo[3,4-b]pyridine FC=1C(=C2C(=NC1C)N(N=C2)C2OCCCC2)[Sn](CCCC)(CCCC)CCCC